ClC=1C=C(C(=NC1C=1C=NN(C1)C)C1=NN2C(CN(CC2)C(C=C)=O)=C1)C1=C(C=C(C=C1)F)OCCOC 1-[2-[5-chloro-3-[4-fluoro-2-(2-methoxyethoxy)phenyl]-6-(1-methylpyrazol-4-yl)-2-pyridyl]-6,7-dihydro-4H-pyrazolo[1,5-a]pyrazin-5-yl]prop-2-en-1-one